Cl.Cl.ClC=1C=C(C=CC1)N1C(=NN=C1C1=NC=C(C=C1)OCC)C1CC(C1)N (1r,3r)-3-(4-(3-chlorophenyl)-5-(5-ethoxypyridin-2-yl)-4H-1,2,4-triazol-3-yl)cyclobutan-1-amine dihydrochloride